O1C(OCC1)C=1C(=C(OCC=2C=C(C=CC2)NC(OC(C)(C)C)=O)C=CC1C(=C)C)F tert-butyl (3-((3-(1,3-dioxolan-2-yl)-2-fluoro-4-(prop-1-en-2-yl)phenoxy)methyl)phenyl)carbamate